1,3-benzoxazol-2(3H)-one O1C(NC2=C1C=CC=C2)=O